S1C(=NC2=C1C=CC=C2)C2=CC=C(C=C2)NC(C2=NC=CC=C2)=O N-(4-(benzo[d]thiazol-2-yl)phenyl)picolinamide